(2-chloro-4-fluoro-phenyl)-[(1S,5R)-8-[7-(2,2-dimethylpropylsulfonyl)-3-methyl-imidazo[1,5-a]pyridin-5-yl]-3,8-diazabicyclo[3.2.1]octan-3-yl]methanone ClC1=C(C=CC(=C1)F)C(=O)N1C[C@@H]2CC[C@H](C1)N2C2=CC(=CC=1N2C(=NC1)C)S(=O)(=O)CC(C)(C)C